N[C@@H](CC1=CC=C(C=C1)OC1=CC=C(C=C1)O)C(=O)O Thyronine